NC1=C2C(=NC=N1)N(N=C2C2=CC=C(C=C2)OC2=CC=CC=C2)C2CCN(CC2)CC=2C=C1CN(C(C1=CC2F)=O)[C@@H]2C(NC(CC2)=O)=O (S)-3-(5-((4-(4-amino-3-(4-phenoxyphenyl)-1H-pyrazolo[3,4-d]pyrimidin-1-yl)piperidine-1-yl)methyl)-6-fluoro-1-oxoisoindolin-2-yl)piperidine-2,6-dione